OCCC=O 3-hydroxy-propan-1-one